3-(4-amino-2,5-difluorophenyl)-1-cyclopropyl-1H-pyrazolo[3,4-d]pyrimidin-4-amine NC1=CC(=C(C=C1F)C1=NN(C2=NC=NC(=C21)N)C2CC2)F